(E)-3-(benzo[b]thiophen-2-yl)acrylic acid S1C2=C(C=C1/C=C/C(=O)O)C=CC=C2